C1(CC1)C#CC=1C=CC(=C(C1)S(=O)(=O)C=1N=NN(C1)CC1OCC(CO1)(C)C)C 4-((5-(cyclopropylethynyl)-2-methylphenyl)sulfonyl)-1-((5,5-dimethyl-1,3-dioxan-2-yl)methyl)-1H-1,2,3-triazole